iron(II) ammonium sulfate S(=O)(=O)([O-])[O-].[NH4+].[Fe+2]